glycerylurea C(C(O)CO)NC(=O)N